C(CC)[O-].[K+] Kalium propanolat